BrC1=C(COC2=C3C(C=C(OC3=CC=C2)C(=O)NN[C@@H]([C@H](C)CC)C(=O)N[C@@H](C(C)C)C(=O)OC)=O)C=CC=C1 methyl (5-((2-bromobenzyl) oxy)-4-oxo-4H-chromene-2-carbonylamino)-L-alloisoleucyl-L-valinate